BrCC1=C(C=CC=C1)F 2-(bromomethyl)-1-fluorobenzene